ethyl pentenoate C(C=CCC)(=O)OCC